N1=C[N-]C2=C1C=CC=C2 benzimidazolate